N-methyl-3-nitro-4-((2-oxo-1,2,3,4-tetrahydroquinolin-6-yl)amino)benzamide CNC(C1=CC(=C(C=C1)NC=1C=C2CCC(NC2=CC1)=O)[N+](=O)[O-])=O